(R)-N-ethyl-2-((5-(2-(6-(ethyl(methyl)amino)-2-methylhexan-3-yl)-2,6-diazaspiro[3.4]octan-6-yl)-1,2,4-triazin-6-yl)oxy)-5-fluoro-N-isopropylbenzamide fumarate C(\C=C\C(=O)O)(=O)O.C(C)N(C(C1=C(C=CC(=C1)F)OC1=C(N=CN=N1)N1CC2(CN(C2)[C@@H](C(C)C)CCCN(C)CC)CC1)=O)C(C)C